Br\C(=C(/C(C)(F)F)\C(F)F)\F Z-1-bromo-1,3,3-trifluoro-2-(difluoromethyl)butene